dichloro(1,5-cyclooctadiene) palladium(II) [Pd+2].ClC1=C(CCC=CCC1)Cl